1-(3-chloro-2,4-difluorobenzyl)-4-((3-fluoro-6-((5-methyl-1H-pyrazol-3-yl)amino)pyridin-2-yl)methyl)piperidine-4-carboxylic acid ClC=1C(=C(CN2CCC(CC2)(C(=O)O)CC2=NC(=CC=C2F)NC2=NNC(=C2)C)C=CC1F)F